3-hydroxy-4-(5,7-dihydroxy-6-isoprenyl-4-oxo-4H-chromen-3-yl)phenolate OC=1C=C(C=CC1C1=COC2=CC(=C(C(=C2C1=O)O)C=CC(C)=C)O)[O-]